C(CCCCCCCC)(=O)OCCCCCCCCCCCCCCCC cetyl pelargonate